O1N=CC=2C1=NOC2 isoxazolo[5,4-c]isoxazole